C(C)(C)OC(=O)[C@@H]1C[C@H](CCC1)OC=1C(=NC(=CC1)C=1C=NN(C1CN)C)C (1S,3S)-3-((6-(5-(aminomethyl)-1-methyl-1H-pyrazol-4-yl)-2-methylpyridin-3-yl)oxy)cyclohexanecarboxylic acid isopropyl ester